F[P-](F)(F)(F)(F)F.[Br-].N1(CCCC1)[PH+](N1CCCC1)N1CCCC1.N1(CCCC1)[PH+](N1CCCC1)N1CCCC1 tripyrrolidylphosphonium bromide hexafluorophosphate